Tert-butyl 4-[N-(4-chloro-3-pyridyl)-4-(trifluoromethyl)anilino]piperidine-1-carboxylate ClC1=C(C=NC=C1)N(C1=CC=C(C=C1)C(F)(F)F)C1CCN(CC1)C(=O)OC(C)(C)C